C(CCCCCCC\C=C/CCCCCCCC)(=O)[O-].C(CCCCCCC\C=C/CCCCCCCC)(=O)[O-].C(CCCCCCC)[Sn+2]CCCCCCCC dioctyltin dioleate